1,2,3,4-tetrakis(mercaptoethylthio)benzene SCCSC1=C(C(=C(C=C1)SCCS)SCCS)SCCS